N1=CC=CC2=CN=CC=C12 1,6-naphthyridin